copper sulfate aluminum sulfate S(=O)(=O)([O-])[O-].[Al+3].S(=O)(=O)([O-])[O-].[Cu+2]